4-{[1-(2-methoxypyrimidin-5-yl)pyrazol-3-yl]oxy}aniline COC1=NC=C(C=N1)N1N=C(C=C1)OC1=CC=C(N)C=C1